[Sb](O)(O)O.[Na] sodium antimonous acid